(2,3-dimethylphenyl)-6-(methoxy-d3)-3-(6-(4-methylpiperazin-1-yl)pyridin-3-yl)-1H-pyrazolo[4,3-b]pyridine CC1=C(C=CC=C1C)N1N=C(C2=NC=C(C=C21)OC([2H])([2H])[2H])C=2C=NC(=CC2)N2CCN(CC2)C